CC1(C)C(C(=CC(=C1)C)C)C 1,2,3,5-tetramethyltoluene